tert-butyl N-allyl-N-[6-[2-[6-[(6-fluoro-2-pyridyl)sulfonylamino]-3-[3-(3,3,3-trifluoro-2,2-dimethyl-propoxy)pyrazol-1-yl]-2-pyridyl]phenyl]hexyl]carbamate C(C=C)N(C(OC(C)(C)C)=O)CCCCCCC1=C(C=CC=C1)C1=NC(=CC=C1N1N=C(C=C1)OCC(C(F)(F)F)(C)C)NS(=O)(=O)C1=NC(=CC=C1)F